N-[2-[[(2R)-2-amino-5-guanidino-pentanoyl]amino]ethyl]-4-[[3-[4-(difluoromethoxy)-2,3-difluorophenyl]imidazo[1,2-a]pyrazin-8-yl]amino]-2-ethylbenzamide formate C(=O)O.N[C@@H](C(=O)NCCNC(C1=C(C=C(C=C1)NC=1C=2N(C=CN1)C(=CN2)C2=C(C(=C(C=C2)OC(F)F)F)F)CC)=O)CCCNC(=N)N